2-(5-(cyclopropylmethyl)-3-(4-fluoro-3-((2-methylthiazol-5-yl)ethynyl)phenyl)-4-(3-fluoro-4-sulfamoylbenzyl)-1H-pyrazol-1-yl)thiazole-4-carboxylic acid C1(CC1)CC1=C(C(=NN1C=1SC=C(N1)C(=O)O)C1=CC(=C(C=C1)F)C#CC1=CN=C(S1)C)CC1=CC(=C(C=C1)S(N)(=O)=O)F